3,4,5-Trimethoxy-toluene COC=1C=C(C)C=C(C1OC)OC